C(#N)C=1C=NN2C1C(=CC(=C2)OCC)C=2C=CC(=NC2)N2CCC(CC2)(C)NC(=O)[C@H]2N(CC2)C(=O)OC(C)(C)C tert-butyl (S)-2-((1-(5-(3-cyano-6-ethoxypyrazolo[1,5-a]pyridin-4-yl)pyridin-2-yl)-4-methylpiperidin-4-yl)carbamoyl)azetidine-1-carboxylate